(2S,3R)-3-((2-aminopyridin-4-yl)methyl)-N2-(1-methyl-1H-pyrazol-5-yl)-N1-((R)-1-(4-fluoro-3-methylphenyl)propyl)-N2-methyl-4-oxoazetidine-1,2-dicarboxamide NC1=NC=CC(=C1)C[C@@H]1[C@H](N(C1=O)C(=O)N[C@H](CC)C1=CC(=C(C=C1)F)C)C(=O)N(C)C1=CC=NN1C